O=C1NC2=C(N1CC=1C=C(C=CC1)CC(=O)O)C=CC=C2 (3-((2-oxo-2,3-dihydro-1H-benzo[d]imidazol-1-yl)methyl)phenyl)acetic acid